NC1=C(NC2=CC3=C(NC(S3)=O)C=C2)C=CC=C1 6-(2-Aminoanilino)-3H-1,3-benzothiazol-2-one